1-azido-4-(2,2-difluoroethoxy)benzene N(=[N+]=[N-])C1=CC=C(C=C1)OCC(F)F